Methyl (2-(methyl((1-(tetrahydro-2H-pyran-2-yl)-4-(1-(m-tolyl)piperidin-4-yl)-1H-Indazol-5-yl)methyl)amino)ethyl)carbamate CN(CCNC(OC)=O)CC=1C(=C2C=NN(C2=CC1)C1OCCCC1)C1CCN(CC1)C=1C=C(C=CC1)C